N7-deazaadenine N1=CN=C2N=CCC2=C1N